methyl(1-hydroxy-6,6,9-trimethyl-3-pentyl-6H-benzo[c]chromene-2-carbonyl)-L-histidinate CN([C@@H](CC1=CNC=N1)C(=O)[O-])C(=O)C=1C(=C2C3=C(C(OC2=CC1CCCCC)(C)C)C=CC(=C3)C)O